S1C=NC2=C1C=C(C=C2)CN(C(C(=O)O)=O)C(C)C2=NC=CC=C2F 2-((benzo[d]thiazol-6-ylmethyl)(1-(3-fluoropyridin-2-yl)ethyl)amino)-2-oxoacetic acid